C(C)(C)(C)S(=O)N=C1C2=CC=CC=C2CC12CCNCC2 1-((tert-butylsulfinyl)imino)-1,3-dihydrospiro[indene-2,4'-piperidine]